1-allyl-3,4-dichloro-5-hydroxy-1H-pyrrol-2(5H)-one C(C=C)N1C(C(=C(C1O)Cl)Cl)=O